FC=1C(=CC=2N(C(C=C(N2)C(F)(F)F)=O)C1)OC 7-fluoro-8-methoxy-2-(trifluoromethyl)pyrido[1,2-a]pyrimidin-4-one